ClC1=CC=C(C=2N1C=NC2)C=O 5-chloroimidazo[1,5-a]pyridine-8-carboxaldehyde